CCCCC=O 5-pentanOne